C(C)OS(=O)(=O)C(F)(F)F.C(CCCC)N1CN(C=C1)C 1-pentyl-3-methylimidazole ethyl-triflate